C(C)(C)C1=C(C=C(C(=C1)N(C)C)C)OC(=O)N1CCCCC1 2-isopropyl-4-dimethylamino-5-methylphenyl-1-piperidine-carboxylate